ONC(CCCN(CCNC(CC1=C(NC2=CC=CC=C12)C)=O)C)=O N-Hydroxy-4-(methyl(2-(2-(2-methyl-1H-indol-3-yl)acetamido)ethyl)amino)butanamide